C(#N)C=1C=NN2C1C(=CC(=C2)C2=CC=C(C=C2)N2CCN(CC2)C(=O)OC(C)(C)C)C=2C=NC(=CC2)N2CCN(CC2)CCC2=NC=CC=C2 tert-butyl 4-[4-[3-cyano-4-[6-[4-[2-(2-pyridyl)ethyl]piperazin-1-yl]-3-pyridyl]pyrazolo[1,5-a]pyridin-6-yl]phenyl]piperazine-1-carboxylate